BrC1=CC=C2C(=CC(=NC2=C1)[C@@H]1[C@H](C1)C1=NC=CC(=N1)C)N(S(=O)(=O)C)C |r| rac-N-(7-bromo-2-((1S*,2S*)-2-(4-methylpyrimidin-2-yl)cyclopropyl)quinolin-4-yl)-N-methylmethanesulfonamide